C(CCCCCCCCC)(=O)OC(CSC1CCCCC1)CCCCC1(OCC(CO1)(CO)CO)CCCCC(CSC1CCCCC1)OC(CCCCCCCCC)=O (5,5-bis(Hydroxymethyl)-1,3-dioxane-2,2-diyl)bis(1-(cyclohexylthio)hexane-6,2-diyl) bis-(decanoate)